1-methyl-4-oxo-4,5-dihydro-1H-pyrrolo[3,2-c]quinoline-7-carboxylic acid methyl ester COC(=O)C=1C=CC=2C3=C(C(NC2C1)=O)C=CN3C